2-((5-chloro-7-methyl-1-tosyl-1H-indol-4-yl)methyl)-3-hydroxy-2H-indazole-5-carbonitrile ClC=1C(=C2C=CN(C2=C(C1)C)S(=O)(=O)C1=CC=C(C)C=C1)CN1N=C2C=CC(=CC2=C1O)C#N